FC1(CCN(CC1)C1=NC=CC(=N1)C=1C=NN(C1)C1=C(C=C(C=C1)NS(=O)(=O)CCO)N1CCC2(CC2)CC1)F N-(4-(4-(2-(4,4-difluoropiperidin-1-yl)pyrimidin-4-yl)-1H-Pyrazol-1-yl)-3-(6-azaspiro[2.5]octane-6-yl)phenyl)-2-hydroxyethane-1-sulfonamide